4-[4-(2-[7-azaspiro[3.5]nonan-2-yloxy]ethyl)-1-oxa-4,9-diazaspiro[5.5]undecan-9-yl]-6-[2-(methoxymethoxy)phenyl]pyridazin-3-amine C1C(CC12CCNCC2)OCCN2CCOC1(C2)CCN(CC1)C1=C(N=NC(=C1)C1=C(C=CC=C1)OCOC)N